C(C)(C)(C)OC(=O)N[C@]1(CN(CC1)C(=O)OCC1=CC=CC=C1)COCC(=O)NC1CC1 benzyl (R)-3-((tert-butoxycarbonyl)amino)-3-((2-(cyclopropylamino)-2-oxoethoxy)methyl)pyrrolidine-1-carboxylate